2-tert-butyl-1,4-dicyanobenzene C(C)(C)(C)C1=C(C=CC(=C1)C#N)C#N